N,N'-di-ortho-tolyl-guanidine C1(=C(C=CC=C1)NC(=N)NC1=C(C=CC=C1)C)C